Cl.N[C@@H]1[C@H](CCCC1)O (1S,2S)-2-aminocyclohexane-1-ol hydrochloride